(1R,5S)-3-((2-methyl-2H-tetrazol-5-yl)(phenyl)methyl)-3,8-diazabicyclo[3.2.1]octane CN1N=C(N=N1)C(N1C[C@H]2CC[C@@H](C1)N2)C2=CC=CC=C2